(3S)-5-(hydroxymethyl)-2-azabicyclo[3.1.0]hexane-2,3-dicarboxylic acid 2-tert-butyl 3-methyl ester COC(=O)[C@H]1N(C2CC2(C1)CO)C(=O)OC(C)(C)C